11-hexadecanal CCCCCCCCCCC(CCCCC)=O